OCCN1CCN(CC1)CCS(=O)(=O)[O-] 4-(2-hydroxyethyl)-1-piperazineethanesulfonate